(E)-N-(3-((5-chloro-2-((1-methyl-1H-pyrazol-4-yl)amino)pyrimidin-4-yl)amino)-4-fluorophenyl)but-2-enamide ClC=1C(=NC(=NC1)NC=1C=NN(C1)C)NC=1C=C(C=CC1F)NC(\C=C\C)=O